2-(6-(((1R,3S,5S)-8-azabicyclo[3.2.1]octan-3-yl)(methyl)amino)pyridazin-3-yl)-5-(4-(trifluoromethyl)-1H-imidazol-1-yl)phenol [C@H]12CC(C[C@H](CC1)N2)N(C2=CC=C(N=N2)C2=C(C=C(C=C2)N2C=NC(=C2)C(F)(F)F)O)C